1,1-di(methyl)ethyl N-[6-bromanyl-4-[(1-methyl-4-piperidyl)carbamoyl]-1-[2,2,2-tris(fluoranyl)ethyl]benzimidazol-2-yl]carbamate BrC=1C=C(C2=C(N(C(=N2)NC(OC(C)(C)C)=O)CC(F)(F)F)C1)C(NC1CCN(CC1)C)=O